ClC=1C=C(C=C(C1)C#N)C(C)(C)C1=CC=C(OCC2=NC(=NC=C2)N2CCN(CC2)CC2CCN(CC2)C2CCN(CC2)CC(=O)O)C=C1 2-(4-((4-(4-((4-(2-(3-chloro-5-cyanophenyl)prop-2-yl)phenoxy)methyl)pyrimidine-2-yl)piperazin-1-yl)methyl)-[1,4'-bipiperidin]-1'-yl)acetic acid